COC1=CC=2N(N=C1C1(CC1)C(F)(F)F)C(=CN2)C2=CC=CC(=N2)N[C@H]2CN(CC2)C(=O)OC(C)(C)C tert-butyl (3R)-3-[[6-[7-methoxy-6-[1-(trifluoromethyl)cyclopropyl]imidazo[1,2-b]pyridazin-3-yl]-2-pyridyl]amino]pyrrolidine-1-carboxylate